3-amino-N-(bicyclo[1.1.1]pentan-1-yl)-6-(3-methylimidazo[1,2-a]pyridin-6-yl)-5-(oxazol-2-yl)pyrazine-2-carboxamide NC=1C(=NC(=C(N1)C=1OC=CN1)C=1C=CC=2N(C1)C(=CN2)C)C(=O)NC21CC(C2)C1